CN(C(=O)C1=CC=CC(=N1)OC1=CC=C(C=C1)C1=NOC(=N1)CC(C(=O)O)=C)C 2-((3-(4-((6-(dimethylcarbamoyl)pyridin-2-yl)oxy)phenyl)-1,2,4-oxadiazol-5-yl)methyl)acrylic acid